Br(=O)(=O)O.C(CCC)N(CCCC)CCCC tri-n-butylamine bromate